tert-butyl (E)-3-{2-[(tert-butoxycarbonyl)(methyl)amino]ethylidene}-2-oxopyrrolidine-1-carboxylate C(C)(C)(C)OC(=O)N(C\C=C/1\C(N(CC1)C(=O)OC(C)(C)C)=O)C